pyrroldione N1C(C(C=C1)=O)=O